(S)-4-azido-3,3-dimethyltetrahydrofuran N(=[N+]=[N-])[C@H]1C(COC1)(C)C